C(C)(C)(C)OC(=O)N1CCC=2C1=CN=CC2 1H,2H,3H-pyrrolo[2,3-c]Pyridine-1-carboxylic acid tert-butyl ester